(1-methylethylidene)-3-methyl-(diethoxysilyl)-1-propylamine CC(C)=C(CCN[SiH](OCC)OCC)C